[Br-].O1C(CC=C1)=O furanone bromide